CN(C/C=C/C(=O)NC1=CC=C(C(=O)NC2=CC=C(C=C2)NC2=NC=NC(=C2)C=2C=C3C(=NC2)N(C=C3)S(=O)(=O)C3=CC=CC=C3)C=C1)C (E)-4-(4-(dimethylamino)but-2-enamido)-N-(4-((6-(1-(phenylsulfonyl)-1H-pyrrolo[2,3-b]pyridin-5-yl)pyrimidin-4-yl)amino)phenyl)benzamide